C1(CCC1)OC=1C=C(C=CC1F)C1=CC(=C(C(=C1)F)N1CCC(CC1)CC(=O)O)F 2-[1-[4-[3-(cyclobutoxy)-4-fluoro-phenyl]-2,6-difluoro-phenyl]-4-piperidinyl]acetic acid